2-(chloromethyl)-3-(trifluoromethyl)pyridine ClCC1=NC=CC=C1C(F)(F)F